FC1=CC2=C(N(C([C@H](CS2)NC(OC(C)(C)C)=O)=O)CC2=CC=C(C=C2)C2CCOCC2)C=C1/C(/N)=N/O tert-butyl N-[(3R)-8-fluoro-7-[(Z)-N'-hydroxy carbamimidoyl]-4-oxo-5-[(4-tetrahydropyran-4-ylphenyl)methyl]-2,3-dihydro-1,5-benzothiazepin-3-yl]carbamate